Tert-butyl 4-(4-((4-(2-(tert-butyl)-4-(2-fluoro-3-(propylsulfonamido)phenyl)thiazol-5-yl)pyrimidin-2-yl)amino)benzyl)piperazine-1-carboxylate C(C)(C)(C)C=1SC(=C(N1)C1=C(C(=CC=C1)NS(=O)(=O)CCC)F)C1=NC(=NC=C1)NC1=CC=C(CN2CCN(CC2)C(=O)OC(C)(C)C)C=C1